t-butylperoxy-n-butyl monocarbonate C(OCCCCOOC(C)(C)C)([O-])=O